propylene glycol mono-tertiary butyl ether acetate C(C)(=O)OC(COC(C)(C)C)C